4-[3-[2-[7-amino-2-(2-hydroxyphenyl)imidazo[1,2-a]pyrimidin-6-yl]ethynyl]cyclobutoxy]piperidine-1-carboxylic acid tert-butyl ester C(C)(C)(C)OC(=O)N1CCC(CC1)OC1CC(C1)C#CC=1C(=NC=2N(C1)C=C(N2)C2=C(C=CC=C2)O)N